C(C)OCCC=1C(=NC=C(C1)C1=NN=C(N1)C(F)(F)F)C=O 3-(2-ethoxyethyl)-5-(5-(trifluoromethyl)-4H-1,2,4-triazol-3-yl)pyridinecarbaldehyde